magnesium iso-butoxide CC(C)C[O-].[Mg+2].CC(C)C[O-]